(+)-eremophilene C[C@@H]1CCC=C2[C@]1(C[C@H](CC2)C(=C)C)C